C(C)(C)(C)OC(=O)C1=NC(=CC=C1N[C@H](C)C=1C=C(C=C2C(C(=C(OC12)C=1C=NN(C1)C(C)C)C)=O)C)Cl.CC=CC(=O)OCCC[Si](OC)(OC)OC γ-methylacryloxypropyl-trimethoxysilane tert-Butyl-6-chloro-3-[[(1R)-1-[2-(1-isopropylpyrazol-4-yl)-3,6-dimethyl-4-oxo-chromen-8-yl]ethyl]amino]pyridine-2-carboxylate